C(C)(C)(C)OC(CN1N=CC=C1C(=O)O)=O 1-(2-(tert-butoxy)-2-oxoethyl)-1H-pyrazole-5-carboxylic acid